4-[(1S)-1-{(2-hydroxypropyl)[(S)-2-methylpropan-2-sulfinyl]amino}ethyl]piperidine-1-carboxylic acid tert-butyl ester C(C)(C)(C)OC(=O)N1CCC(CC1)[C@H](C)N([S@@](=O)C(C)(C)C)CC(C)O